sodium 1,3-dioxopropan-2-ide O=C[CH-]C=O.[Na+]